7-fluoro-N-((3S,4S)-1-(imidazo[1,5-a]pyridine-8-carbonyl)-4-phenylpiperidin-3-yl)-1H-indole-2-carboxamide FC=1C=CC=C2C=C(NC12)C(=O)N[C@@H]1CN(CC[C@H]1C1=CC=CC=C1)C(=O)C=1C=2N(C=CC1)C=NC2